[N+](=O)([O-])C1=CC=C(C(=O)CC(C(=O)OCC)O)C=C1 ethyl β-(4-nitrobenzoyl)lactate